1-(2-methyl-1,3-thiazol-5-yl)methan-amine CC=1SC(=CN1)CN